4-chloro-6-(perfluoroethyl)pyrimidine-2-amine ClC1=NC(=NC(=C1)C(C(F)(F)F)(F)F)N